O1C[C@H](CC1)OC=1C=C(C(=O)O)C=CC1 3-[(3S)-tetrahydrofuran-3-yl]Oxybenzoic acid